2,4,6-triethylphenyl-1,10-phenanthroline C(C)C1=C(C(=CC(=C1)CC)CC)C1=NC2=C3N=CC=CC3=CC=C2C=C1